ClCC(=O)C1=CC(=C(C=C1)O)O 2-chloro-1-(3,4-dihydroxyphenyl)ethanone